C(C1=CC=CC=C1)(C1=CC=CC=C1)N1CC(C1)=CC(C)N1C(C2=CC=CC=C2C1=O)=O 2-(1-(1-benzhydrylazetidin-3-ylidene)propan-2-yl)isoindoline-1,3-dione